CC1=NC2=CC(=CC(=C2C(=N1)C)OC1CCC(CC1)NC1=NC(=NC=C1)C)N1CCOCC1 N-[4-(2,4-dimethyl-7-morpholino-quinazolin-5-yl)oxy-cyclohexyl]-2-methyl-pyrimidin-4-amine